FC1=CC=C(C=C1)CCNC(=S)N1C(C2=CC(=C(C=C2CC1)O)O)C(C)C N-[2-(4-fluorophenyl)ethyl]-6,7-dihydroxy-1-(propan-2-yl)-1,2,3,4-tetrahydroisoquinoline-2-carbothioamide